5-(4-(cyclopentylmethyl)phenyl)-3-(3-(fluoromethyl)-2-methylazetidine-1-carbonyl)-2-(3-methylpyrazin-2-yl)pyrazolo[1,5-a]pyrimidin-7(4H)-one C1(CCCC1)CC1=CC=C(C=C1)C=1NC=2N(C(C1)=O)N=C(C2C(=O)N2C(C(C2)CF)C)C2=NC=CN=C2C